COC=1C=C(C=CC1OC)/C=C/C(=O)C1=CC=C(OC(C(=O)O)C)C=C1 2-[4-[(E)-3-(3,4-Dimethoxyphenyl)prop-2-enoyl]phenoxy]propanoic acid